ClC1=CC=C(C(=N1)C(=O)O)N[C@@H](C)C=1C=C(C=C2C(N(C(=NC12)N1C[C@@H]2C([C@@H]2C1)O)C)=O)C 6-chloro-3-(((S)-1-(2-((1R,5S,6S)-6-hydroxy-3-azabicyclo[3.1.0]hexan-3-yl)-3,6-dimethyl-4-oxo-3,4-dihydroquinazolin-8-yl)ethyl)amino)picolinic acid